2-ethoxy-5-isobutyrylamino-N-(2-(6-methoxypyridin-2-yl)propan-2-yl)benzamide C(C)OC1=C(C(=O)NC(C)(C)C2=NC(=CC=C2)OC)C=C(C=C1)NC(C(C)C)=O